O[C@@H](C(=O)OC)CC=1C=C2C=NNC2=C(C1)C methyl (R)-2-hydroxy-3-(7-methyl-1H-indazol-5-yl)propanoate